ClC=1C(N(C(=CC1OC([2H])([2H])C1=NC=C(C=C1F)F)C)C1=CC(=NC=C1C)N1C(C(=CC=C1)C(C)(C)NC(C)=O)=C=O)=C=O (S)-N-(2-(3''-chloro-4''-((3,5-difluoropyridin-2-yl)methoxy-d2)-5',6''-dimethyl-2,2''-dicarbonyl-2H,2''H-[1,2':4',1''-terpyridine]-3-yl)propan-2-yl)acetamide